C(C)N(C(C1=C(C=CC(=C1)F)OC=1C(=NC=NC1)N1C[C@@H](CC1)CNC[C@@H]1CC[C@@H](CC1)NS(=O)(=O)C)=O)C(C)C N-ethyl-5-fluoro-N-isopropyl-2-((4-((S)-3-((((cis-4-(methylsulfonamido)cyclohexyl)methyl)amino)methyl)pyrrolidin-1-yl)pyrimidin-5-yl)Oxy)benzamide